C(C)(C)C1=CNC2=NC=C(C=C21)B(O)O (3-isopropyl-1H-pyrrolo[2,3-b]pyridine-5-yl)boronic acid